C(C=C)[Si](OCC)(OCC)OCC allyltriethoxysilane